(S)-9-[2-(2-Methoxy-pyridin-4-yl)-2-oxo-ethyl]-2-((R)-3-methyl-morpholin-4-yl)-8-trifluoromethyl-6,7,8,9-tetrahydro-pyrimido[1,2-a]-pyrimidin-4-one COC1=NC=CC(=C1)C(CN1[C@@H](CCN2C1=NC(=CC2=O)N2[C@@H](COCC2)C)C(F)(F)F)=O